C(C)(C)(C)OC(=O)NCCC(=O)O 3-(tert-butoxycarbonyl-amino)propanoic acid